FC(C1=CC=C(C=C1)B1OC(C)(C)C(C)(C)O1)(F)F p-trifluoromethylphenylboronic acid pinacol ester